(6Z)-8-(trans-4-aminocyclohexyloxy)-6-[3-(diethylamino)propoxyimino]-5,5-dimethyl-benzo[h]quinazolin-4-amine N[C@@H]1CC[C@H](CC1)OC=1C=CC2=C(\C(\C(C=3C(=NC=NC23)N)(C)C)=N/OCCCN(CC)CC)C1